3,4-dihydroxyphenylpropanol tert-butyl-rac-(4aR,8aR)-2,3,4,4a,5,7,8,8a-octahydropyrido[4,3-b][1,4]oxazine-6-carboxylate C(C)(C)(C)C1CN[C@H]2[C@H](O1)CCN(C2)C(=O)OC(CC)C2=CC(=C(C=C2)O)O |r|